7-((2-hydroxy-4-methylphenyl)imino)-4-methylcoumarin OC1=C(C=CC(=C1)C)N=C1C=CC2=C(CC(OC2=C1)=O)C